2-(3,4-dimethoxyphenyl)-9-fluoro-7-(4-methylpiperazin-1-yl)-4H-pyrido[1,2-a]pyrimidin COC=1C=C(C=CC1OC)C=1N=C2N(CC1)C=C(C=C2F)N2CCN(CC2)C